3-fluoro-6-(6-(((1S,3S)-3-((7-fluoro-[1,2,4]triazolo[1,5-a]pyridin-2-yl)amino)cyclopentyl)amino)pyridin-3-yl)-5,6-dihydro-7H-pyrrolo[3,4-b]pyridin-7-one FC=1C=C2C(=NC1)C(N(C2)C=2C=NC(=CC2)N[C@@H]2C[C@H](CC2)NC2=NN1C(C=C(C=C1)F)=N2)=O